C(#N)C=1C=C(C=CC1)C(CCC1CC1)(N[S@](=O)C(C)(C)C)C1CCC(N1C(=O)NC1=CC=C(C=C1)[N+](=O)[O-])(C(=O)N)O 5-((+)-1-(3-cyanophenyl)-3-cyclopropyl-1-((R)-1,1-dimethylethylsulfinamido)propyl)-2-hydroxy-N1-(4-nitrophenyl)pyrrolidine-1,2-dicarboxamide